C(N)(=O)[C@@H]1CCC([C@H](C1)NC(OC(C)(C)C)=O)NC1=CC=C(C=C1)N1CCC(CC1)C(F)(F)F tert-butyl ((1S,5R)-5-carbamoyl-2-((4-(4-(trifluoromethyl)piperidin-1-yl)phenyl)amino)cyclohexyl)carbamate